calcium threonate chloride [Cl-].O=C([C@@H](O)[C@H](O)CO)[O-].[Ca+2]